(4-chlorobenzyl)-1-(4-isopropylphenyl)hydrazine aluminum gallium nitrogen [N].[Ga].[Al].ClC1=CC=C(CN(N)C2=CC=C(C=C2)C(C)C)C=C1